C1=CC=C2C(=C1)C(=CN2)C[C@@H](C(=O)N[C@@H](CC(=O)O)C(=O)N[C@@H](CO)C(=O)O)NC(=O)[C@H](CC(=O)N)N The molecule is a tetrapeptide composed of L-asparagine, L-tryptophan, L-aspartic acid and L-serine joined in sequence by peptide linkages. It has a role as a metabolite. It derives from a L-asparagine, a L-tryptophan, a L-aspartic acid and a L-serine.